(S)-tert-butyl(2-fluoro-3-iodopropyloxy)dimethylsilane C(C)(C)(C)[Si](C)(C)OC[C@@H](CI)F